C(C)(C)(C)C1=CC=2C(=NC=C(N2)CN[C@@H](COC2=NC(=NC(=C2)C2=C(C=CC=C2C)C)NS(=O)(=O)C=2C=C(C(=O)O)C=CC2)CC23CC(C2)(C3)C)O1 3-[[4-[(2R)-2-[(6-tert-Butylfuro[2,3-b]pyrazin-2-yl)methylamino]-3-(3-methyl-1-bicyclo[1.1.1]pentanyl)propoxy]-6-(2,6-dimethylphenyl)pyrimidin-2-yl]sulfamoyl]benzoic acid